BrC1=C(C=CC=C1)[C@@H]1CN(CCN1C)C1=CC(=NC(=N1)N)N |r| (R/S)-6-(3-(2-bromophenyl)-4-methylpiperazin-1-yl)pyrimidine-2,4-diamine